3,3,3-Trifluoro-N-(2-fluoro-4-(8-isopropyl-2-(((1r,4r)-4-((2-methoxyethyl)(methyl)amino)cyclohexyl)amino)-7-oxo-7,8-dihydropyrido[2,3-d]pyrimidin-6-yl)phenyl)propane-1-sulfonamide FC(CCS(=O)(=O)NC1=C(C=C(C=C1)C1=CC2=C(N=C(N=C2)NC2CCC(CC2)N(C)CCOC)N(C1=O)C(C)C)F)(F)F